(R)-3-(4-fluoro-3-(3-(5,6,7,8-tetrahydro-1,8-naphthyridin-2-yl)propyl)-1H-pyrazol-1-yl)-3-(2-methylpyrimidin-5-yl)propionic acid FC=1C(=NN(C1)[C@H](CC(=O)O)C=1C=NC(=NC1)C)CCCC1=NC=2NCCCC2C=C1